C(C)N(C=1N=CC2=C(SC3=C(N2)C=CC=C3)N1)CC N,N-diethyl-5H-Pyrimido[4,5-b][1,4]benzothiazin-2-amine